C(C=C)(=O)N1[C@@H]2CN([C@@H]2CC1)C1=C(C(=NC2=CC(=C(C=C12)Cl)C1=CC=CC2=CC=CC(=C12)Cl)OC[C@H]1N(CCC1)C)CC#N 4-((1R,5R)-2-acryloyl-2,6-diazabicyclo[3.2.0]hept-6-yl)-6-chloro-7-(8-chloronaphthalen-1-yl)-2-(((S)-1-methylpyrrolidin-2-yl)methoxy)quinoline-3-acetonitrile